N-[2-[[4-[6-(4-methoxy-3-pyridinyl)-2-pyridinyl]thiazol-2-yl]amino]-2-oxo-ethyl]-1-(3-methyl-oxetan-3-yl)pyrrole-3-carboxamide COC1=C(C=NC=C1)C1=CC=CC(=N1)C=1N=C(SC1)NC(CNC(=O)C1=CN(C=C1)C1(COC1)C)=O